N-[4-[[4-[(2-Acetamidophenoxy)methyl]triazol-1-yl]methyl]phenyl]-2-(hydroxycarbamoyl)-4-methyl-pentanamide C(C)(=O)NC1=C(OCC=2N=NN(C2)CC2=CC=C(C=C2)NC(C(CC(C)C)C(NO)=O)=O)C=CC=C1